4-((3,5-difluoropyridin-2-yl)methoxy)-2'-(3-hydroxyprop-1-yn-1-yl)-5',6-dimethyl-2H-[1,4'-bipyridin]-2-one FC=1C(=NC=C(C1)F)COC1=CC(N(C(=C1)C)C1=CC(=NC=C1C)C#CCO)=O